[N+](=[N-])=CC(CC[C@@H](C(=O)OCCN1CCN(CC1)C)NC([C@H](C)OC)=O)=O 2-(4-methylpiperazin-1-yl)ethyl (S)-6-diazo-2-((S)-2-methoxypropanamido)-5-oxohexanoate